NCCC1=CN=C2N1C=C(C=C2)C2=C(OCCC=1C(=NN(C1C)C)C(=O)O)C=C(C=C2)F 4-(2-{2-[3-(2-aminoethyl)imidazo[1,2-a]pyridin-6-yl]-5-fluorophenoxy}ethyl)-1,5-dimethyl-1H-pyrazole-3-carboxylic acid